[C].[Li].[Co]=[Se] cobalt selenide lithium carbon